2-(1-(cis-4-isopropylcyclohexyl)-3-oxo-7-phenyl-1H-spiro[isoquinoline-4,4-piperidin]-2(3H)-yl)acetamide C(C)(C)[C@H]1CC[C@H](CC1)C1N(C(C2(CCNCC2)C2=CC=C(C=C12)C1=CC=CC=C1)=O)CC(=O)N